C(OCCOCCOCCOCCOCC#C)C1=CC=C(C(=O)Cl)C=C1 4-(2,5,8,11,14-pentaoxaheptadec-16-yn-1-yl)benzoyl chloride